(E)-4-chloro-N-(4-(4-fluoro-styryl)-5,8-dioxo-7-(pyrrolidin-1-yl)-5,8-dihydroquinolin-6-yl)butanamide ClCCCC(=O)NC=1C(C=2C(=CC=NC2C(C1N1CCCC1)=O)\C=C\C1=CC=C(C=C1)F)=O